C[Si]1(N[Si](N1)(C)C)C 2,2,4,4-tetramethyl-cyclodisilazane